(S)-1-((E)-4-(dimethylamino)but-2-enoyl)pyrrolidin-3-yl 4-((5-(((R)-1-hydroxybutan-2-yl)amino)-3-isopropyl-3H-imidazo[4,5-b]pyridin-7-yl)amino)piperidine-1-carboxylate OC[C@@H](CC)NC1=CC(=C2C(=N1)N(C=N2)C(C)C)NC2CCN(CC2)C(=O)O[C@@H]2CN(CC2)C(\C=C\CN(C)C)=O